C1(=NNCCCCCCCC1)C1=CCCCCCCCCC1 di-azabicycloundecene